(4aR)-11-chloro-10-(2-fluoro-6-methoxyphenyl)-8-(2-isopropyl-4-methylpyridin-3-yl)-6-(methyl-d3)-2,3,4,4a,6,8-hexahydro-1H-pyrazino[1',2':4,5]pyrazino[2,3-c][1,8]naphthyridin-5,7-dione ClC1=CC=2C3=C(C(N(C2N=C1C1=C(C=CC=C1OC)F)C=1C(=NC=CC1C)C(C)C)=O)N(C([C@@H]1N3CCNC1)=O)C([2H])([2H])[2H]